FC1=C(C=CC=C1)C1=NN(C=C1B1OC(C(O1)(C)C)(C)C)C 3-(2-fluorophenyl)-1-methyl-4-(4,4,5,5-tetramethyl-1,3,2-dioxaborolan-2-yl)-1H-pyrazole